2-[3-bromo-5-(1-bromoethyl)-1,2,4-triazol-1-yl]-5-(difluoromethoxy)pyridine BrC1=NN(C(=N1)C(C)Br)C1=NC=C(C=C1)OC(F)F